dibenzyl-(methylphosphinic acid) C(C1=CC=CC=C1)C(P(O)=O)CC1=CC=CC=C1